ClC1=C(C=C(C=C1)F)C1(CC1)C1=NOC(=N1)C1=NN(C(=C1)C(F)F)CC(=O)N1CCN(CC1)C(=O)OC(C)(C)C tertbutyl 4-(2-(3-(3-(1-(2-chloro-5-fluorophenyl)cyclopropyl)-1,2,4-oxadiazol-5-yl)-5-(difluoromethyl)-1H-pyrazol-1-yl)acetyl)piperazine-1-carboxylate